3-chloro-5-(1-(tetrahydro-2H-pyran-4-yl)-1H-pyrazol-4-yl)pyridin-2-amine ClC=1C(=NC=C(C1)C=1C=NN(C1)C1CCOCC1)N